NCC1=NNC(C2=CC=C(C=C12)C=1C=NN(C1C1=C(C#N)C(=CC(=C1F)Cl)N1CC(CC1)=C(F)F)C)=O 2-(4-(4-(Aminomethyl)-1-oxo-1,2-dihydro-phthalazin-6-yl)-1-methyl-1H-pyrazol-5-yl)-4-chloro-6-(3-(difluoromethylene)pyrrolidin-1-yl)-3-fluorobenzonitrile